N-[5-[(5-chloropyridin-2-yl)methoxy]-1,3,4-thiadiazol-2-yl]-6-(2-methoxyphenyl)pyrazolo[1,5-a]pyridine-5-carboxamide ClC=1C=CC(=NC1)COC1=NN=C(S1)NC(=O)C1=CC=2N(C=C1C1=C(C=CC=C1)OC)N=CC2